6-(4-(4-fluorophenyl)-1-(3-hydroxypropyl)-1H-imidazol-5-yl)imidazo[1,2-a]pyridine-3-carboxamide FC1=CC=C(C=C1)C=1N=CN(C1C=1C=CC=2N(C1)C(=CN2)C(=O)N)CCCO